O=C1N(/C(/SC1=CC1=CC(=C(C(=C1)OC)OC)OC)=N/C1=CC=C(C=C1)S(=O)(=O)N)C1=CC=CC=C1 4-(((2Z)-4-oxo-3-phenyl-5-(3,4,5-trimethoxybenzylidene)thiazolidin-2-ylidene)amino)benzenesulphonamide